FC(C=1C(=C(C=CC1)[C@@H](C)NC1=NN=C(C=2C=C3C(=CC12)OCCO3)C)F)F (R)-N-(1-(3-(difluoromethyl)-2-fluorophenyl)ethyl)-9-methyl-2,3-dihydro-[1,4]dioxino[2,3-g]phthalazin-6-amine